[K+].[Mg+2].[Ca+2].[NH4+] ammonium calcium magnesium potassium